NC1=C(C(=NN1C(C)(C)C)C(F)(F)F)C(=O)OCC ethyl 5-amino-1-(tert-butyl)-3-(trifluoromethyl)-1H-pyrazole-4-carboxylate